5-menthoxy-3-chloro-2(5H)furanone C1(CC(C(CC1)C(C)C)OC1C=C(C(O1)=O)Cl)C